3-(1-(tetrahydro-2H-pyran-2-yl)-1H-pyrazol-4-yl)quinoxalin-6-ol O1C(CCCC1)N1N=CC(=C1)C=1C=NC2=CC=C(C=C2N1)O